tert-butyl 3-[5-[6-methoxy-5-[(5-methyl-3-phenyl-isoxazole-4-carbonyl)amino]-2-pyridyl]pyrimidin-2-yl]oxyazetidine-1-carboxylate COC1=C(C=CC(=N1)C=1C=NC(=NC1)OC1CN(C1)C(=O)OC(C)(C)C)NC(=O)C=1C(=NOC1C)C1=CC=CC=C1